tert-Butyl N-[(1-methylpyrazol-4-yl)-[[(2R)-1-methylpyrrolidin-2-yl]methyl]sulfamoyl]carbamate trifluoroacetate FC(C(=O)O)(F)F.CN1N=CC(=C1)N(S(=O)(=O)NC(OC(C)(C)C)=O)C[C@@H]1N(CCC1)C